CC1=CC=C(C=C1)S(=O)(=O)ON=C1C(=CC(C(=C1)C(C)C)=O)C [(2-methyl-4-oxo-5-propan-2-ylcyclohexa-2,5-dien-1-ylidene)amino] 4-methylbenzenesulfonate